The molecule is an anionic phospholipid obtained by deprotonation of the carboxy and phosphate groups of N-hexadecanoyl-O-(1-octadecanoyl-2-oleoyl-sn-glycero-3-phospho)-L-serine; major species at pH 7.3. It is an anionic phospholipid and a monocarboxylic acid anion. It derives from a 1-stearoyl-2-oleoyl-sn-glycero-3-phosphoserine(1-). It is a conjugate base of a N-hexadecanoyl-O-(1-octadecanoyl-2-oleoyl-sn-glycero-3-phospho)-L-serine. CCCCCCCCCCCCCCCCCC(=O)OC[C@H](COP(=O)([O-])OC[C@@H](C(=O)[O-])NC(=O)CCCCCCCCCCCCCCC)OC(=O)CCCCCCC/C=C\\CCCCCCCC